C(C)N(C(COC1=CC=C(C=C1)OC)=O)CC1OCCC1 N-ethyl-2-(4-methoxyphenoxy)-N-(tetrahydrofuran-2-ylmethyl)acetamide